(S)-2-(2-((2S,3R)-2-(cyclopentyloxy)-3-(3,5-dimethoxy-4-methylphenyl)-3-hydroxypropyl)-5-methylthiazol-4-yl)propanoic acid C1(CCCC1)O[C@@H](CC=1SC(=C(N1)[C@@H](C(=O)O)C)C)[C@H](O)C1=CC(=C(C(=C1)OC)C)OC